CC1=NN(C=C1)C[C@H]1N(C[C@@H](C1)NC(=O)C=1OC(=CN1)C1=CC(=CC=C1)OC(F)(F)F)C(=O)OC(C)(C)C tert-butyl (2S,4R)-2-((3-methyl-1H-pyrazol-1-yl)methyl)-4-(5-(3-(trifluoromethoxy)phenyl)oxazole-2-carboxamido)-pyrrolidine-1-carboxylate